C(C=CC)N Crotylamin